Fluoro-sulfenamide FSN